CC1(C(C1C=CC)C(=O)[O-])C 2,2-dimethyl-3-(1-propenyl)cyclopropanecarboxylate